phenyl(diphenyltriazinyl)dibenzoSelenophene C1(=CC=CC=C1)C1=C(C2=C([Se]C3=C2C=CC=C3)C=C1)C1=NN=NC(=C1C1=CC=CC=C1)C1=CC=CC=C1